NCC1COCC1 3-(aminomethyl)tetrahydrofuran